rac-tert-butyl (((5aR,6S,7S,8R,8aS)-3-chloro-5a-(4-cyanophenyl)-8,8a-dihydroxy-6-phenyl-5a,7,8,8a-tetrahydro-6H-cyclopenta[4,5]furo[3,2-b]pyridin-7-yl)methyl)carbamate ClC=1C=C2C(=NC1)[C@]1([C@@](O2)([C@@H]([C@H]([C@H]1O)CNC(OC(C)(C)C)=O)C1=CC=CC=C1)C1=CC=C(C=C1)C#N)O |r|